C1(CC1)NC(=O)C1=CC2=C(C(N(C=C2C(C)C2=CC=CC=C2)C)=O)N1 N-cyclopropyl-6-methyl-7-oxo-4-(1-phenylethyl)-6,7-dihydro-1H-pyrrolo[2,3-c]pyridine-2-carboxamide